C1(=CC=CC=C1)C1=NC(=NC(=N1)C1=CC=CC=C1)C=1C=C(C=CC1)OB(O)O (3-(4,6-diphenyl-1,3,5-triazin-2-yl)phenyl)boric acid